(R)-4-((3-aminopiperidin-1-yl)methyl)-N-(4-(4-morpholino-7H-pyrrolo[2,3-d]pyrimidin-6-yl)phenyl)picolinamide hydrochloride Cl.N[C@H]1CN(CCC1)CC1=CC(=NC=C1)C(=O)NC1=CC=C(C=C1)C1=CC2=C(N=CN=C2N2CCOCC2)N1